C(C1=CC=CC=C1)N1CC=2N(CC1)N=C(C2C2=CC(=NC=C2)CC(C)=O)C2=CC=C(C=C2)F 1-(4-(5-benzyl-2-(4-fluorophenyl)-4,5,6,7-tetrahydropyrazolo[1,5-a]pyrazin-3-yl)pyridin-2-yl)propan-2-one